ClC1=CC=C(C=C1)[C@@H](C)NC(=O)C1=CC=C2C(N(NC2=C1)C1C(NC(CC1)=O)=O)=O N-((R)-1-(4-chlorophenyl)ethyl)-2-(2,6-dioxopiperidin-3-yl)-3-oxo-2,3-dihydro-1H-indazole-6-carboxamide